O1C=CC=2C1=CC=CC2N 1-benzofuran-4-amine